2,6-dichloro-N4-ethylpyridine-3,4-diamine ClC1=NC(=CC(=C1N)NCC)Cl